1-(2-chloro-5-fluorophenyl)-1H-imidazo[4,5-c]pyridin-2(3H)-one ClC1=C(C=C(C=C1)F)N1C(NC=2C=NC=CC21)=O